N[C@@H](CN1C(C=2C=C3C(=NC2CC1)N(C(=N3)C=3N(C1=C(C=CC=C1C3)OCC(N3C=NC=C3)F)CC3CC3)C)=O)CF 7-((S)-2-amino-3-fluoropropyl)-2-(1-(cyclopropylmethyl)-7-(2-fluoro-2-(1H-imidazol-1-yl)ethoxy)-1H-indol-2-yl)-3-methyl-3,5,6,7-tetrahydro-8H-imidazo[4,5-b][1,6]naphthyridin-8-one